COC1=CC=CC=2C=3N(C(=NC12)NC=1C(N=CC=CC1)=O)N=C(N3)C=3C=NNC3 (3R)-3-{[7-methoxy-2-(1H-pyrazol-4-yl)[1,2,4]triazolo[1,5-c]quinazolin-5-yl]amino}azepin-2-one